OC1CC2(C1)CCN(CC2)C(=O)N2CC1(C2)NC(OC1)=O 2-(2-hydroxy-7-azaspiro[3.5]nonane-7-carbonyl)-7-oxa-2,5-diazaspiro[3.4]octan-6-one